NC1=C(C=C(C(=O)OC)C=C1)NC[C@H]1OCC1 methyl 4-amino-3-((((S)-oxetan-2-yl)methyl)amino)benzoate